FC1=C(C2=C(C=C(C=C2C=C1)OCOC)I)C=C 2-fluoro-8-iodo-6-(methoxymethoxy)-1-vinylnaphthalene